C12(CC3CC(CC(C1)C3)C2)C2=C(C=CC(=C2)Br)O 2-(1-adamantyl)-p-bromophenol